N-cyclopropyl-2-hydroxy-6-methoxy-4-[5-(1-methylpyrazol-4-yl)benzimidazol-1-yl]benzamide C1(CC1)NC(C1=C(C=C(C=C1OC)N1C=NC2=C1C=CC(=C2)C=2C=NN(C2)C)O)=O